CC1CC(C1)(C1=NN=CN1C)C=1C=C(C=CC1)N1C(C2=CC(=CC(=C2C1)C(F)(F)F)CNC1(CCC1)C)=O 2-(3-(3-methyl-1-(4-methyl-4H-1,2,4-triazol-3-yl)cyclobutyl)phenyl)-6-(((1-methylcyclobutyl)amino)methyl)-4-(trifluoromethyl)isoindolin-1-one